NC=1C=C(C=C(C1)C(F)(F)F)[C@@H](C)NC1=NC(=NC2=CC3=C(C=C12)O[C@H](CC3)C(=O)N3CCCC3)C (R)-(4-(((R)-1-(3-amino-5-(trifluoromethyl)phenyl)ethyl)amino)-2-methyl-8,9-dihydro-7H-pyrano[2,3-g]quinazolin-7-yl)(pyrrolidin-1-yl)methanone